FC1=CC(=C(C=C1N1C=NC=C1)O)C1=NC=C(N=C1)C=C1CCNCC1 4-fluoro-5-(1H-imidazol-1-yl)-2-(5-(piperidin-4-ylidenemethyl)pyrazin-2-yl)phenol